5-{3-amino-6-[4-(4-methylpiperazin-1-yl)phenyl]pyrazin-2-yl}-1H-pyrrole-2-carboxamide NC=1C(=NC(=CN1)C1=CC=C(C=C1)N1CCN(CC1)C)C1=CC=C(N1)C(=O)N